(12AR)-8,10-difluoro-9-[2-methoxy-6-(trifluoromethyl)phenyl]-3,4,12,12a-tetrahydro-6H-pyrazino[2,1-c][1,4]benzoxazepine-2(1H)-carboxylic acid tert-butyl ester C(C)(C)(C)OC(=O)N1C[C@@H]2COC3=C(CN2CC1)C=C(C(=C3F)C3=C(C=CC=C3C(F)(F)F)OC)F